tert-butyl 6-(4-isopropylpiperazin-1-yl)-3,4-dihydroisoquinoline-2(1H)-carboxylate C(C)(C)N1CCN(CC1)C=1C=C2CCN(CC2=CC1)C(=O)OC(C)(C)C